(2R)-2-amino-3-hydroxy-N-[(1-hydroxycyclopropyl)(phenyl)methyl]propanamide N[C@@H](C(=O)NC(C1=CC=CC=C1)C1(CC1)O)CO